methyl (S)-2-((S)-4-methyl-2-(4-methyl-1H-indole-2-carboxamido)-pentanamido)-3-((S)-2-oxopyrrolidin-3-yl)propanoate CC(C[C@@H](C(=O)N[C@H](C(=O)OC)C[C@H]1C(NCC1)=O)NC(=O)C=1NC2=CC=CC(=C2C1)C)C